C(=O)(O)CCNC1=C(OC2=C(C=C(C=C2C1=O)C)[C@@H](C)NC1=C(C(=O)O)C=CC=C1)C1=CC=CC=C1 2-[[(1R)-1-[3-(2-Carboxyethylamino)-6-methyl-4-oxo-2-phenyl-chromen-8-yl]ethyl]amino]benzoic acid